((2S,3R,6R)-2,6-Dimethyl-3-(((4-methyl-5-(trifluoromethyl)pyrimidin-2-yl)amino)methyl)morpholino)(6-methyl-3-(4-methylpyrimidin-2-yl)pyridin-2-yl)methanone C[C@@H]1O[C@@H](CN([C@@H]1CNC1=NC=C(C(=N1)C)C(F)(F)F)C(=O)C1=NC(=CC=C1C1=NC=CC(=N1)C)C)C